NC1=C(C(=O)NC23CCC(CC2)(CC3)O)C=C(C=N1)C=1C=C3CCC(C3=CC1)N1CCC(CC1)N1CCOCC1 2-Amino-N-(4-hydroxybicyclo[2.2.2]oct-1-yl)-5-(1-(4-morpholinopiperidin-1-yl)-2,3-diHydro-1H-inden-5-yl)nicotinamide